2-((3,5-dicyano-4-ethyl-6-((2-methoxyethyl)(methyl)amino)pyridin-2-yl)sulfanyl)-2-phenylacetamide C(#N)C=1C(=NC(=C(C1CC)C#N)N(C)CCOC)SC(C(=O)N)C1=CC=CC=C1